CC1N(CCC2=CC=CC=C12)C(C(F)(F)F)=O 1-methyl-2-(2,2,2-trifluoroacetyl)-1,2,3,4-tetrahydroisoquinoline